BrC1=CC(=C(C=C1)N\N=C(/C(=O)C1CCN(CC1)C(=O)OC(C)(C)C)\C#N)F tert-butyl 4-{(2Z)-2-[2-(4-bromo-2-fluorophenyl)hydrazinylidene]-2-cyanoacetyl}piperidine-1-carboxylate